NC=1C(=C(C=CC1N)C1=C(C(=O)N(C)C)C=CC=C1)F 2-(3,4-diamino-2-fluorophenyl)-N,N-dimethylbenzamide